C(C)(C)(C)C1=CC2=C(NC(=N2)C2=C(C(=CC=C2)C)C=2C(=CC(=CC2)C(N[C@H](CCC)C2=CC=CC=C2)=O)C(=O)O)C=C1 2'-(5-tert-butyl-1H-1,3-benzodiazol-2-yl)-6'-methyl-4-{[(1R)-1-phenylbutyl]carbamoyl}-[1,1'-biphenyl]-2-carboxylic acid